FC(CC[C@@H]1CN(C2=C(S([C@@H]1F)(=O)=O)C=C(C(=C2)C(F)(F)F)OCC=2C(=NC=CC2)C(=O)OC)C2=CC=C(C=C2)F)(C)F |r| rac-methyl 3-((((2S,3R)-3-(3,3-difluorobutyl)-2-fluoro-5-(4-fluorophenyl)-1,1-dioxido-7-(trifluoromethyl)-2,3,4,5-tetrahydrobenzo[b][1,4]thiazepin-8-yl)oxy)methyl)picolinate